(3S)-1-[4-chloro-1-[4-(1,1-difluoroethyl)phenyl]sulfonyl-indazol-3-yl]-4,4-difluoro-pyrrolidin-3-ol ClC1=C2C(=NN(C2=CC=C1)S(=O)(=O)C1=CC=C(C=C1)C(C)(F)F)N1C[C@@H](C(C1)(F)F)O